3,3'-((hexahydrofuro[3,2-b]furan-3,6-diyl)bis(oxy))bis(propan-1-amine) O1C2C(C(C1)OCCCN)OCC2OCCCN